C(C(CO)(CO)C(N)S(=O)(=O)O)O N-Tris(hydroxymethyl)-2-aminoethanesulfonic acid